2-(4-bromothiazol-2-yl)-2-methylpropan-1-ol BrC=1N=C(SC1)C(CO)(C)C